C(C)OC(=O)C=1C=NN2C1N=C(C=C2COC)Cl 5-chloro-7-(methoxymethyl)pyrazolo[1,5-a]Pyrimidine-3-carboxylic acid ethyl ester